methyl 4-[(3S)-4-[2-(4-bromophenyl)-2,6-diazaspiro[3.3]heptan-6-yl]-3-hydroxy-butyl]-2-formyl-benzoate BrC1=CC=C(C=C1)N1CC2(C1)CN(C2)C[C@H](CCC2=CC(=C(C(=O)OC)C=C2)C=O)O